6-acetyl-8-cyclopentyl-2-[[5-[4-[4-[(1S)-1-hydroxyethyl]phenyl]-piperazin-1-yl]-2-pyridyl]amino]-5-methyl-pyrido[2,3-d]pyrimidin-7-one C(C)(=O)C1=C(C2=C(N=C(N=C2)NC2=NC=C(C=C2)N2CCN(CC2)C2=CC=C(C=C2)[C@H](C)O)N(C1=O)C1CCCC1)C